C=CCCCCCCCCCCCCCCCC n-Octadecanen